NO.NO.OC=1C(=C(C(=C(C1[N+](=O)[O-])O)[N+](=O)[O-])Cl)[N+](=O)[O-] 3,5-dihydroxy-2,4,6-trinitrochlorobenzene bishydroxylamine salt